4-bromo-3-fluoroquinoline-5,7-diol BrC1=C(C=NC=2C=C(C=C(C12)O)O)F